N-(2-((R)-4-Cyanothiazolidin-3-yl)-2-oxoethyl)-6-((RS)-1-(6-methylpyridin-3-yl)-ethyl)quinoline-4-carboxamide C(#N)[C@H]1N(CSC1)C(CNC(=O)C1=CC=NC2=CC=C(C=C12)[C@@H](C)C=1C=NC(=CC1)C)=O |&1:22|